C1(=CCCCC1)CCNC(\C(=C\CCCCC(=O)NO)\COC1=CC=CC2=CC=CC=C12)=O (E)-N1-(2-cyclohexenylethyl)-N8-hydroxy-2-((naphthalen-1-yloxy)methyl)-2-octenediamide